sodium montanate, sodium salt [Na+].C(CCCCCCCCCCCCCCCCCCCCCCCCCCC)(=O)[O-].[Na+].C(CCCCCCCCCCCCCCCCCCCCCCCCCCC)(=O)[O-]